O=C1NC(CCC1NC1=CC=C(C=C1)C1CCN(CC1)CCCCCCCCCCCCNC(=O)C=1C=NN2C1N=C(C=C2)N2[C@H](CCC2)C2=C(C=CC(=C2)F)F)=O |r| N-[12-[4-[4-[(2,6-dioxo-3-piperidyl)amino]phenyl]-1-piperidyl]dodecyl]-5-[rac-(2R)-2-(2,5-difluorophenyl)pyrrolidin-1-yl]pyrazolo[1,5-a]pyrimidine-3-carboxamide